C(C=C)NC(\C=C\CC[C@@H](C(=O)NC=1C(N(C=CC1)CC(=O)NC12CC(C1)C2)=O)NC(=O)C2=NC1=CC=NC=C1C=C2)=O (S,E)-N1-allyl-N7-(1-(2-(bicyclo[1.1.1]pentan-1-ylamino)-2-oxoethyl)-2-oxo-1,2-dihydropyridin-3-yl)-6-(1,6-naphthyridine-2-carboxamido)hept-2-enediamide